COC(=O)C1=NOC2=C1C=CC(=C2)N 6-amino-1,2-benzoxazole-3-carboxylic acid methyl ester